ClC1=C(C=CC(=C1)OC)C[C@H](C)N[S@@](=O)C(C)(C)C (S)-N-((S)-1-(2-chloro-4-methoxyphenyl)propan-2-yl)-2-methylpropan-2-sulfinamide